3-Methyl-3-(3-pyrrolidin-1-yl-benzoyl)-azetidine-1-carboxylic acid tert-butyl ester C(C)(C)(C)OC(=O)N1CC(C1)(C(C1=CC(=CC=C1)N1CCCC1)=O)C